FC(C)(F)C12CC(C1)(C2)C2=C(CCC(C2)(C)C)C#N 2-(3-(1,1-Difluoroethyl)bicyclo[1.1.1]pentan-1-yl)-4,4-dimethylcyclohex-1-enecarbonitrile